COC1=CC(=C(C(=C1O)CCCCCCC1=C(C=CC=C1)C)O)OC dimethoxytolylhexyl-resorcinol